C(=C)C1=CC=C(CC2=CCC3=CC=CC=C23)C=C1 3-(4-vinylbenzyl)-1H-indene